2-[[(9S)-7-chloro-4,5,13-trimethyl-3-thia-1,8,11,12-tetrazatricyclo[8.3.0.02,6]trideca-2(6),4,7,10,12-pentaen-9-yl]methyl]oxazole ClC=1C=2C(=C(SC2N2C(=NN=C2[C@@H](N1)CC=1OC=CN1)C)C)C